tri-n-butyl(2-(4-chloro-2-fluorophenyl)-2-methylbenzo[d][1,3]dioxolan-4-yl)tin C(CCC)[Sn](C1=CC=CC=2OC(OC21)(C)C2=C(C=C(C=C2)Cl)F)(CCCC)CCCC